(phenyl)-2-oxopyrrolidine-3-carboxylic acid C1(=CC=CC=C1)N1C(C(CC1)C(=O)O)=O